(rac)-benzyl (1RS,2RS,6SR)-2-(3-bromo-2-fluorobenzyl)-7-oxa-3-azabicyclo[4.1.0]heptane-3-carboxylate BrC=1C(=C(C[C@@H]2[C@H]3O[C@H]3CCN2C(=O)OCC2=CC=CC=C2)C=CC1)F |r|